F[P-](F)(F)(F)(F)F.C(CCC)[N+](CCCC)(CCCC)CCCC Tetrabutyl-ammonium hexafluoro-phosphate